trimethylsulfonium p-toluenesulfonate CC1=CC=C(C=C1)S(=O)(=O)[O-].C[S+](C)C